CS(=O)(=O)C1=NC(=CC(=N1)N1N=CC=C1)C=1SC=CC1 2-(methylsulfonyl)-4-(1H-pyrazol-1-yl)-6-(thiophen-2-yl)pyrimidine